6-(4-((2-(2,6-dimethylpiperidin-1-yl)-5-oxo-5,6-dihydropyrimido[4,5-d]pyridazin-4-yl)amino)phenyl)-6-azaspiro[2.5]octane-1-carboxylic acid CC1N(C(CCC1)C)C=1N=C(C2=C(C=NNC2=O)N1)NC1=CC=C(C=C1)N1CCC2(CC2C(=O)O)CC1